Ethyl 5-(N-(5,6-dichloro-2,3-dihydro-1H-inden-2-yl)sulfamoyl)-2-methyl-1H-pyrrole-3-carboxylate ClC=1C=C2CC(CC2=CC1Cl)NS(=O)(=O)C1=CC(=C(N1)C)C(=O)OCC